N-(4-fluoro-3-((5-(2-methoxy-4-(trifluoromethyl)phenyl)-2-((1-methyl-1H-pyrazol-4-yl)amino)pyrimidin-4-yl)amino)phenyl)acrylamide FC1=C(C=C(C=C1)NC(C=C)=O)NC1=NC(=NC=C1C1=C(C=C(C=C1)C(F)(F)F)OC)NC=1C=NN(C1)C